C(C)NC1=NC2=CC=CC=C2C=N1 ethylaminoquinazoline